The molecule is an N,N-dihydroxy-alpha-amino acid having a 5-thiahexyl substituent at the 2-position. It derives from a dihomomethionine. It is a conjugate acid of a N,N-dihydroxydihomomethioninate. CSCCCCC(C(=O)O)N(O)O